3-(4-{4-[4-(tert-butoxycarbonylamino-methyl)-phenylcarbamoyl]-benzoylamino}-phenyl)-2,5-dihydro-pyrrole-1-carboxylic acid tert-butyl ester C(C)(C)(C)OC(=O)N1CC(=CC1)C1=CC=C(C=C1)NC(C1=CC=C(C=C1)C(NC1=CC=C(C=C1)CNC(=O)OC(C)(C)C)=O)=O